CN1C(=NN=C1)CC1(COC1)C=1C=C(C=CC1)N1CC2=C(C=C(C=C2C1=O)CN1CC2=CC=C(C=C2CC1)C#N)C(F)(F)F 2-((2-(3-(3-((4-methyl-4H-1,2,4-triazol-3-yl)methyl)oxetan-3-yl)phenyl)-3-oxo-7-(trifluoromethyl)isoindolin-5-yl)methyl)-1,2,3,4-tetrahydroisoquinoline-6-carbonitrile